4-(2-aminopropyl)-6H-thieno[2,3-b]pyrrole-6-carboxylic acid tert-butyl ester C(C)(C)(C)OC(=O)N1C2=C(C(=C1)CC(C)N)C=CS2